COC1=C(C2=CC=CC=C2C=C1)CCN(C(C)C)C N-(2-(2-methoxynaphthalen-1-yl)ethyl)-N-methylpropan-2-amine